COC([C@@H](NC(=O)N(CC=1N=C(SC1)C(C)C)C)C(C)C)=O N-[N-methyl-N-[(2-isopropyl-4-thiazolyl)methyl]aminocarbonyl]-L-valine methyl ester